C(C)(C)(C)C1[C@](N(CC[C@@]1(C(=O)O)CC1=NC=C(C=C1F)F)C(=O)O)(C)C(C)(C)C Di-tert-butyl-(2R,4R)-4-((3,5-difluoropyridin-2-yl)methyl)-2-methyl-piperidine-1,4-dicarboxylic acid